4-(((ethoxycarbonyl)amino)methyl)piperidine-1-carboxylic acid tert-butyl ester C(C)(C)(C)OC(=O)N1CCC(CC1)CNC(=O)OCC